C(N)(=O)C=1C=C(C(=C2C(=C(NC12)C)C)C=1C[C@H](CC1)NC(OC(C)(C)C)=O)F tert-butyl (S)-(3-(7-carbamoyl-5-fluoro-2,3-dimethyl-1H-indol-4-yl)cyclopent-3-en-1-yl)carbamate